ClC=1C(=C(C(=C(C(=O)N)C1F)C1=CC=CC2=C1C[C@](O2)(C2=CC=CC=C2)CNC2CCC(CC2)(C)O)F)CC (2s,4s)-5-chloro-6-fluoro-2-(((((trans)-4-hydroxy-4-methylcyclohexyl)amino)methyl)-2-phenyl-2,3-dihydrobenzofuran-4-yl)-4-ethyl-3-fluorobenzamide